CO[Si](OC)(OC)CCCC1C(=O)OC(C1)=O trimethoxysilylpropyl-succinic acid anhydride